(1S,6S,7R,8aR)-Tetrahydroxyoctahydroindolizine C1CN2C[C@@H]([C@H]([C@@H]([C@H]2[C@H]1O)O)O)O